methyl (S)-2-(2-(1H-pyrazol-1-yl)ethyl)-3-(2-(((1-hydroxycyclobutyl)methyl)amino)-2-oxoethyl)-7-methyl-3,7,8,9-tetrahydro-6H-imidazo[4,5-f]quinoline-6-carboxylate N1(N=CC=C1)CCC=1N(C=2C(=C3CC[C@@H](N(C3=CC2)C(=O)OC)C)N1)CC(=O)NCC1(CCC1)O